C(#N)C1=CNC=C(C1)Br 3-cyano-5-bromo-1,4-dihydropyridine